2-((S)-2,2-dimethylcyclopropane-1-carbonyl)-5-oxa-2-azaspiro[3.4]octane-8-carboxylic acid CC1([C@H](C1)C(=O)N1CC2(C1)OCCC2C(=O)O)C